OC1CCN(CC1)C=1C=CC(=NC1)NC1=CC(=NC=2C=CNC(C12)=O)C=1C=NC=CC1C 4-[[5-(4-hydroxy-1-piperidyl)-2-pyridyl]amino]-2-(4-methyl-3-pyridyl)-6H-1,6-naphthyridin-5-one